methyl 8-((cyclopropylamino)methyl)-6-fluoro-4-carbonyl-4H-chromene-2-carboxylate C1(CC1)NCC=1C=C(C=C2C(C=C(OC12)C(=O)OC)=C=O)F